CN(CCN1CCOCC1)C 4-[2-(dimethylamino)ethyl]morpholine